(1-methylcyclopropyl) 4-[3-[3-fluoro-4-[2-oxo-2-[3-[[[rac-(2S,3R,4R,5R)-2,3,4,5,6-pentahydroxyhexyl]amino]methyl]azetidin-1-yl]ethyl]phenoxy]propyl]piperidine-1-carboxylate FC=1C=C(OCCCC2CCN(CC2)C(=O)OC2(CC2)C)C=CC1CC(N1CC(C1)CNC[C@@H]([C@H]([C@@H]([C@@H](CO)O)O)O)O)=O |r|